CC=1C=C(COC=2C=C3C(C(=CNC3=CC2)C(=O)O)=O)C=CC1 6-((3-methylbenzyl)oxy)-4-oxo-1,4-dihydroquinoline-3-carboxylic acid